NC1=C(SC2=NC(=CC=C21)C=O)C(=O)NCCC2=CC(=C(C=C2)N2CCN(CC2)C(=O)OC(C)(C)C)Cl tert-Butyl 4-(4-(2-(3-amino-6-formylthieno[2,3-b]pyridine-2-carboxamido)ethyl)-2-chlorophenyl)piperazine-1-carboxylate